C(C1=CC=CC=C1)N1CC2(C1)CC(C2)NC(=O)N2[C@@H]1CN([C@H](C2)CC1)C1=NC=C(C=N1)C#N (1S,4S)-N-{2-benzyl-2-azaspiro[3.3]heptan-6-yl}-5-(5-cyanopyrimidin-2-yl)-2,5-diazabicyclo[2.2.2]octane-2-carboxamide